N1=C(N=CC=C1)N1C(C=2C(C1=O)=CC=CC2)=O N-(2-pyrimidinyl)phthalimide